2-(7-aza-1H-benzotriazol-1-yl)-1,1,3,3-tetramethyluronium Hexafluorophosphate F[P-](F)(F)(F)(F)F.N1(N=NC2=C1N=CC=C2)OC(=[N+](C)C)N(C)C